FC=1C=2CCCC2C(=C2C1CC2)NC(=O)NS(=O)(=NC(C2=CC=CC=C2)(C2=CC=CC=C2)C2=CC=CC=C2)C=2C=NN1C2OC[C@H](C1)N(C(OC(C)(C)C)=O)C tert-butyl ((6S)-3-(N-((7-fluoro-2,4,5,6-tetrahydro-1H-cyclobuta[f]inden-3-yl)carbamoyl)-N'-tritylsulfamimidoyl)-6,7-dihydro-5H-pyrazolo[5,1-b][1,3]oxazin-6-yl)(methyl)carbamate